(1s,2r)-N-tert-butoxycarbonyl-1,2-cyclohexanediamine C(C)(C)(C)OC(=O)N[C@@H]1[C@@H](CCCC1)N